Terbium(II) iodide [I-].[Tb+2].[I-]